ClC1=NC=C(C(=N1)OC=1N=CC=2CCC3=C(C2C1F)NC1=C3C(NCC1)=O)COC(F)(F)F 2-((2-chloro-5-((trifluoromethoxy)methyl)pyrimidin-4-yl)oxy)-1-fluoro-5,6,8,9,10,11-hexahydro-7H-pyrido[3',4':4,5]pyrrolo[2,3-f]isoquinolin-7-one